C1CC(N(C1)F)F difluoropyrrolidine